17-(3-pyridyl)androst-5,16-dien-3b-ol N1=CC(=CC=C1)C=1[C@]2(C)[C@@H](CC1)[C@@H]1CC=C3C[C@H](CC[C@]3(C)[C@H]1CC2)O